ClC1=CC=C(C=N1)OC1=NC(=NC(=C1)C1=C(C=CC=C1C)C)NS(=O)(=O)C=1C=NN(C1)C N-[4-[(6-chloro-3-pyridyl)oxy]-6-(2,6-dimethylphenyl)pyrimidin-2-yl]-1-methyl-pyrazole-4-sulfonamide